2',3-bis[3-(3,5-di-tert-butyl-4-hydroxyphenyl)propionyl]Propionohydrazide (E)-3-chloro-5-((1-hydroxy-2-methylpropyl-imino)meth-yl)phenyl-4-methylbenzoate ClC=1C=C(C=C(C1)/C=N/C(C(C)C)O)OC(C1=CC=C(C=C1)C)=O.C(C)(C)(C)C=1C=C(C=C(C1O)C(C)(C)C)CCC(=O)NNC(CCC(CCC1=CC(=C(C(=C1)C(C)(C)C)O)C(C)(C)C)=O)=O